CN1C2=C(OC[C@@H](C1=O)NC(=O)C1=NC=CC(=C1)OC1=CC=CC=C1)C=CC(=C2)C#CCN2CCOCC2 (S)-N-(5-methyl-7-(3-morpholinoprop-1-yn-1-yl)-4-oxo-2,3,4,5-tetrahydrobenzo[b][1,4]oxazepin-3-yl)-4-phenoxypyridineamide